5-formyl-2-methoxybenzenesulfonamide C(=O)C=1C=CC(=C(C1)S(=O)(=O)N)OC